CCCCCC[C@@H]([C@@H](C)O)N1C=NC2=C(N=CN=C21)N The molecule is eHNA of absolute configuration 2R,3S. Selective inhibitor of cGMP-stimulated phosphodiesterase (PDE2) (IC50 = 0.8 - 4 mM). Also a potent inhibitor of adenosine deaminase. It has a role as an EC 3.5.4.4 (adenosine deaminase) inhibitor and an EC 3.1.4.* (phosphoric diester hydrolase) inhibitor. It is a conjugate base of a (2R,3S)-EHNA(1+). It is an enantiomer of a (2S,3R)-EHNA.